4-(hydroxyamino)-3-(4-methanesulfonylphenyl)-4-methyl-1-(oxan-4-ylmethyl)-4,5-dihydro-1H-pyrazol-5-one ONC1(C(=NN(C1=O)CC1CCOCC1)C1=CC=C(C=C1)S(=O)(=O)C)C